ClC=1C(=C(C=C(C1)OCOC)C1=C(C=C2C(=NC(=NC2=C1F)F)N1CC2CC(C(C1)C2)O)F)C2CC2 3-[7-[3-chloro-2-cyclopropyl-5-(methoxymethoxy)phenyl]-2,6,8-trifluoro-quinazolin-4-yl]-3-azabicyclo[3.2.1]octan-6-ol